tert-butyl (S)-(1-((3-((3-carbamoyl-5-ethyl-6-(ethyl(methyl) amino)pyrazin-2-yl)amino)phenethyl)amino)-1-oxopropan-2-yl)(methyl)carbamate C(N)(=O)C=1C(=NC(=C(N1)CC)N(C)CC)NC=1C=C(CCNC([C@H](C)N(C(OC(C)(C)C)=O)C)=O)C=CC1